C(=O)C=1C=C(C=CC1O)C=1SC(=C(N1)C)C(=O)OCC ethyl 2-(3-formyl-4-hydroxyphenyl)-4-methylthiazole-5-carboxylate